((2S,5R)-2,5-dimethyl-4-((S)-1-(3-methylquinoxalin-6-yl)ethyl)piperazin-1-yl)-4-methyl-2,4-dihydro-5H-pyrazolo[4,3-b]pyridin-5-one C[C@@H]1N(C[C@H](N(C1)[C@@H](C)C=1C=C2N=C(C=NC2=CC1)C)C)N1N=C2C(N(C(C=C2)=O)C)=C1